dii-Propylamin C(C)(C)NC(C)C